C(CC(O)(C(=O)OCC(CC(CC)C)C)CC(=O)OCC(CC(CC)C)C)(=O)OCC(CC(CC)C)C tri(2,4-dimethyl-1-hexyl) citrate